ditriacontyl-methylamine C(CCCCCCCCCCCCCCCCCCCCCCCCCCCCC)N(C)CCCCCCCCCCCCCCCCCCCCCCCCCCCCCC